CC1=NC=CC=C1OC1=CC(=C(C=C1)[N+](=O)[O-])C methyl-3-(3-methyl-4-nitrophenoxy)pyridine